NC1=CC=C(OC2=CC=NC3=CN=C(C=C23)C(=O)NC2CCN(CC2)C)C=C1 4-(4-Aminophenoxy)-N-(1-methyl-4-piperidyl)-1,7-naphthyridine-6-carboxamide